OC1(C(OC2=CC(=CC(=C2C1=O)O)O)C1=CC(=C(C=C1)O)O)O 3,5,7,3',4'-pentahydroxyflavonol